C[Si](NC)(NC)OC methyl-methoxydi(N-methylamino)silane